FC1=CC=C(C=C1)C1SCC(N1C1=C(C=C(C(=O)OCCOCCN(C)C(=O)OC(C)(C)C)C=C1)C)=O 2-{2-[(tert-butoxycarbonyl)(methyl)amino]ethoxy}ethyl 4-[2-(4-fluorophenyl)-4-oxo-1,3-thiazolidin-3-yl]-3-methylbenzoate